2,2,3,3,4,4,5,5,5-nonafluoropentyl acrylate C(C=C)(=O)OCC(C(C(C(F)(F)F)(F)F)(F)F)(F)F